2-(2-Chloroethoxy)-5-(2-hydroxyprop-2-yl)benzonitrile ClCCOC1=C(C#N)C=C(C=C1)C(C)(C)O